1-PYRIDIN-2-YL-4-PHENYL-1H-INDAZOL N1=C(C=CC=C1)N1N=CC2=C(C=CC=C12)C1=CC=CC=C1